COCCN1C(N(C2=CC=C(C=C2C1=O)NC(NC=1C=C(C=CC1)NC(C)=O)=O)CCN1CCCCC1)=O N-(3-(3-(3-(2-methoxyethyl)-2,4-dioxo-1-(2-(piperidin-1-yl)ethyl)-1,2,3,4-tetrahydroquinazolin-6-yl)ureido)phenyl)acetamide